C(C)(C)(C)OC(=O)N1N=C(C(=C1C)C1=CC2=C([N+](=C(N=[N+]2[O-])NCCC(=O)OC(C)C)[O-])C=C1)C 7-(1-(tert-butoxycarbonyl)-3,5-dimethyl-1H-pyrazol-4-yl)-3-((3-Isopropoxy-3-oxopropyl)amino)benzo[e][1,2,4]triazine-1,4-dioxide